(1R,3S)-3-(3-((1,1-dioxido-2,3-dihydrobenzo[d]isothiazol-6-yl)amino)-1H-pyrazol-5-yl)cyclopentyl isopropylcarbamate C(C)(C)NC(O[C@H]1C[C@H](CC1)C1=CC(=NN1)NC1=CC2=C(CNS2(=O)=O)C=C1)=O